(R)-N-(2-(4-fluorophenyl)-2-(3-((1-methyl-1H-imidazol-2-yl)amino)azetidin-1-yl)ethyl)-2,5-bis(trifluoromethyl)pyrazolo[1,5-a]pyrimidin-7-amine FC1=CC=C(C=C1)[C@H](CNC1=CC(=NC=2N1N=C(C2)C(F)(F)F)C(F)(F)F)N2CC(C2)NC=2N(C=CN2)C